[Ce].[Ir].[Ag] silver iridium cerium